11-Amino-7-cyclopentyl-3-cyclopropyl-6,7-dihydroisoxazolo[4'',3'':6',7']cyclohepta[1',2':4,5]pyrrolo[2,3-d]pyrimidin-4(5H)-one NC=1C2=C(N=CN1)N(C1=C2C=2C(C(CC1)=O)=C(ON2)C2CC2)C2CCCC2